FC=1C=C2CCC(C2=C(C1)O)=O 5-fluoro-7-hydroxy-2,3-dihydro-1H-inden-1-one